indium-antimony oxide [Sb]=O.[In]